ethyl 2-[4-(benzyloxy)-1-ethyl-3-methyl-1H-pyrazol-5-yl]-4-(6-{[(2,4-dimethoxyphenyl)methyl]carbamoyl}-1-methyl-1H-pyrazolo[4,3-c]pyridin-4-yl)-1,3-oxazole-5-carboxylate C(C1=CC=CC=C1)OC=1C(=NN(C1C=1OC(=C(N1)C1=NC(=CC2=C1C=NN2C)C(NCC2=C(C=C(C=C2)OC)OC)=O)C(=O)OCC)CC)C